C(CC)C(C(=O)[O-])(O)C(C(=O)[O-])=CCCCCCC propylhexylmethylenemaloate